C(C)(C)(C)OC(=O)NC(C(=O)O)CC1(COC1)C 2-((tert-Butoxycarbonyl)amino)-3-(3-methyloxetan-3-yl)propionic acid